N-methyl-7H-pyrrolo[2,3-d]pyrimidin CN1CN=CC2=C1NC=C2